C1=C(C=CC=2CCCCC12)C(C)=O 1-(5,6,7,8-Tetrahydro-2-naphthyl)ethanone